NC1=CC=C(C(=C1C(=O)N(C)C)F)C=1C(=C2C(=NC1)NC[C@]21C[C@@H](CC1)N1N=C(N=C1C)N)Cl 6-Amino-3-((1R,3R)-3-(3-amino-5-methyl-1H-1,2,4-triazol-1-yl)-4'-chloro-1',2'-dihydrospiro[cyclopentane-1,3'-pyrrolo[2,3-b]pyridin]-5'-yl)-2-fluoro-N,N-dimethylbenzamide